N1C(=NC2=C1C=CC=C2)NC(CCCNC(C)=O)C2=CC(=CC=C2)C(F)(F)F (-)-N-{4-[(1H-1,3-benzodiazol-2-yl)amino]-4-[3-(trifluoromethyl)phenyl]butyl}acetamide